2-(2-cyclohexylethyl)biphenyleno[1,2-b:5,6-b']dithiophene C1(CCCCC1)CCC1=CC2=C(S1)C1=C3C=CC4=C(SC=C4)C3=C1C=C2